[AsH]=[AsH] diarsene